dibutyltin-bis(6-methyl aminocaproate) CNCCCCCC(=O)[O-].CNCCCCCC(=O)[O-].C(CCC)[Sn+2]CCCC